(1S,2S)-N-(7-chloro-6-(1-((3S,4S)-4-hydroxy-3-methyltetrahydrofuran-3-yl)piperidin-4-yl)isoquinolin-3-yl)-2-(tetrahydro-2H-pyran-2-yl)cyclopropane-1-carboxamide ClC1=C(C=C2C=C(N=CC2=C1)NC(=O)[C@@H]1[C@H](C1)C1OCCCC1)C1CCN(CC1)[C@]1(COC[C@H]1O)C